COC1=C(N)C=CC(=C1)C1=CC=NN1C 2-methoxy-4-(1-methyl-1H-pyrazol-5-yl)aniline